C(C1=CC=CC=C1)OC1=C(C=C2C(=NC=NC2=C1)OC1=CC(=C(C=C1)NC(=O)NC1=CC=C(C=C1)F)F)OC 1-(4-((7-(benzyloxy)-6-methoxyquinazolin-4-yl)oxy)-2-fluorophenyl)-3-(4-fluorophenyl)urea